1-trideuteriomethyl-4-(4,4,5,5-tetramethyl-1,3,2-dioxaborolan-2-yl)-1H-pyrazole [2H]C(N1N=CC(=C1)B1OC(C(O1)(C)C)(C)C)([2H])[2H]